BrC(C(=O)NC1=NC=C(C=C1F)OCC1CC1)C 2-bromo-N-(5-(cyclopropylmethoxy)-3-fluoropyridin-2-yl)propanamide